N=1N(N=CC1)C=1C=CC(=NC1)O[C@H]1C[C@H](N(C1)C1=NC=C(C(=O)OC)C=C1)COC(F)F methyl 6-((2S,4S)-4-((5-(2H-1,2,3-triazol-2-yl)pyridin-2-yl)oxy)-2-((difluoromethoxy)methyl)pyrrolidine-1-yl)nicotinate